tert-butyl 4-ethoxy-4-oxo-1,4lambda5-azaphosphinane-1-carboxylate C(C)OP1(CCN(CC1)C(=O)OC(C)(C)C)=O